C(CCCCCCCCCCCCCCC)OC=1C(C(=O)[O-])=CC(=C(C1C)C)C.[NH4+] ammonium hexadecyltrimethylsalicylate